tert-butyl 4-(1-(2,6-dioxopiperidin-3-yl)-2-oxo-1,2,5,6-tetrahydro-4H-imidazo[4,5,1-ij]quinolin-7-yl)piperidine-1-carboxylate O=C1NC(CCC1N1C(N2CCCC3=C(C=CC1=C23)C2CCN(CC2)C(=O)OC(C)(C)C)=O)=O